methyl 3-[3-[(2S)-2-[(tert-butoxycarbonyl) amino]-4-carbamoylbutoxy] phenyl]propanoate C(C)(C)(C)OC(=O)N[C@H](COC=1C=C(C=CC1)CCC(=O)OC)CCC(N)=O